BrC1=C2C(=NC=C1)CN(C2)C2=C(C(N(N=C2)COCC[Si](C)(C)C)=O)C(F)(F)F 5-[4-bromo-5H,6H,7H-pyrrolo[3,4-b]pyridin-6-yl]-4-(trifluoromethyl)-2-[[2-(trimethylsilyl)ethoxy]methyl]-2,3-dihydropyridazin-3-one